(2,6-dimethyl-4-(1-(2-methyl-6-(trifluoromethyl)phenyl)azetidin-3-yl)-benzyl)piperidine-4-carboxylic acid CC1=C(CN2CCC(CC2)C(=O)O)C(=CC(=C1)C1CN(C1)C1=C(C=CC=C1C(F)(F)F)C)C